1-[3-(allyloxy)-2-hydroxypropyl]-2-imidazolidinone C(C=C)OCC(CN1C(NCC1)=O)O